3-Aminobicyclo[1.1.1]pentane-1-carbonitrile Hydrochloric Acid Salt Cl.NC12CC(C1)(C2)C#N